C(C)(C)(C)OC(=O)N[C@H](C(=O)OC)CC(N1CCN(CC1)C1=NC=C(C=N1)C(F)(F)F)=O methyl (2S)-2-(tert-butoxycarbonylamino)-4-oxo-4-[4-[5-(trifluoromethyl)pyrimidin-2-yl]piperazin-1-yl]butanoate